CNS(=O)(=O)C=1SC=C(N1)C(=O)N1CC2=CC=CC(=C2CC1)OC1=CC=C(C=C1)C(F)(F)F N-methyl-4-(5-(4-(trifluoromethyl)phenoxy)-1,2,3,4-tetrahydroisoquinoline-2-carbonyl)thiazole-2-sulfonamide